C1(=CCCC1)C=1C=C(C=CC1)C1=CC=C(C=C1)N1CCN(CC1)C(=O)NC=1N=C(SC1)C#C 4-(3'-(Cyclopent-1-en-1-yl)-[1,1'-biphenyl]-4-yl)-N-(2-ethynylthiazol-4-yl)-piperazine-1-carboxamide